C1(=CC=C(C=C1)C(C(F)(F)F)(C1=CC=C(C=C1)O)C1=CC=C(C=C1)O)C1=CC=CC=C1 4,4'-(1-([1,1'-biphenyl]-4-yl)-2,2,2-trifluoroethane-1,1-diyl)diphenol